(S)-4-(((4-oxochroman-7-yl)oxy)(pyridin-3-yl)methyl)benzamide O=C1CCOC2=CC(=CC=C12)O[C@@H](C1=CC=C(C(=O)N)C=C1)C=1C=NC=CC1